N1,N1,N3,N3-tetraethyl-1,1,3,3-tetramethyl-1,3-Disiloxanediamine C(C)N([Si](O[Si](N(CC)CC)(C)C)(C)C)CC